C(C1CO1)OC(C[Si](OCCC)(OCCC)OCCC)C β-glycidoxypropyl-tripropoxysilane